P(=O)(OC(C)(C)C)(OCC)OCC tertiary butyl diethyl phosphate